C[C@H]1N(CCOC1)C(=O)OC=1C=C2C(=NC=NC2=CC1OC(C)C)C=1C(=NN(C1)C)C1=CC=CC=C1 7-isopropoxy-4-(1-methyl-3-phenyl-1H-pyrazol-4-yl)quinazolin-6-yl (R)-3-methylmorpholine-4-carboxylate